[3-[(5-chlorooxazolo[4,5-b]pyridin-2-yl)amino]cyclohexyl]-N-methyl-carbamate ClC1=CC=C2C(=N1)N=C(O2)NC2CC(CCC2)OC(NC)=O